C(C1=CC=CC=C1)N1CC=2C(=C(N=C(C2CC1)N1[C@H](CN(CC1)C(=O)OC(C)(C)C)C)N1CCN(CC1)C)C#N Tert-butyl (S)-4-(6-benzyl-4-cyano-3-(4-methylpiperazin-1-yl)-5,6,7,8-tetrahydro-2,6-naphthyridin-1-yl)-3-methylpiperazine-1-carboxylate